heptyl ether C(CCCCCC)OCCCCCCC